3-oxo-3-(tetrahydro-2H-pyran-4-yl)propionic acid ethyl ester C(C)OC(CC(C1CCOCC1)=O)=O